C(C)(C)(C)OC(NC1C(C(C1(C)C)O)(C)C)=O N-[(1r,3r)-3-hydroxy-2,2,4,4-tetramethylcyclobutyl]carbamic acid tert-butyl ester